C(CCCCCCCC(=O)[O-])(=O)O hydrogen azelaate